(S)-N3-Methyl-1-(1-phenylethyl)-N5-(pyridin-4-yl)-1H-pyrazole-3,5-dicarboxamide CNC(=O)C1=NN(C(=C1)C(=O)NC1=CC=NC=C1)[C@@H](C)C1=CC=CC=C1